ClC1=C(C(=C(O)C=C1)C=O)O Chlororesorcinolaldehyde